OC1=C(C(=O)NC=2C=C3C=CNC3=CC2)C=C(C(=C1)O)C(C)C 2,4-dihydroxy-N-(1H-indol-5-yl)-5-isopropylbenzamide